C(C1=CC=CC=C1)C1(N(SOC1)C(=O)O)CC(F)(F)F.FC=1C(=NC(=NC1)C1=CNC2=NC=CC=C21)NN(CC(=O)O)C2CCOCC2 ((5-fluoro-2-(1H-pyrrolo[2,3-b]pyridin-3-yl)pyrimidin-4-yl)amino)-N-(tetrahydro-2H-pyran-4-yl)glycine benzyl-4-(2,2,2-trifluoroethyl)-1,2,3-oxathiazolidine-3-carboxylate